4-(4,4,5,5-tetramethyl-1,3,2-dioxaborolan-2-ylphenoxy)pyridine CC1(OB(OC1(C)C)C1=C(OC2=CC=NC=C2)C=CC=C1)C